CC1=C(C2=C(S1)C=CC=C2)B(O)O 2-METHYLBENZO[B]THIOPHEN-3-YLBORONIC ACID